1-[2-(3-chlorophenyl)ethyl]-5-[(4-methylsulfonylphenoxy)methyl]-2-methylpiperazine ClC=1C=C(C=CC1)CCN1C(CNC(C1)COC1=CC=C(C=C1)S(=O)(=O)C)C